(2s,4s)-1-acetyl-4-((3-(cyclopropylmethoxy)-4-(difluoromethoxy)phenyl)amino)pyrrolidine-2-carboxylic acid C(C)(=O)N1[C@@H](C[C@@H](C1)NC1=CC(=C(C=C1)OC(F)F)OCC1CC1)C(=O)O